C(=C\CCCC)/C1=CC(=C(C=C1)OCCCCCCCCCCCO)OCCCCCCCCCCCO (E)-11,11'-((4-(hex-1-en-1-yl)-1,2-phenylene)bis(oxy))bis(undecan-1-ol)